ClC1=NC(=CC(=C1)C1(CCC1)C=O)Cl 1-(2,6-dichloropyridin-4-yl)cyclobutanecarbaldehyde